CN(C1=CC=NC=C1)C 4-bismethylaminopyridine